FC1=C(C#N)C=C(C=C1)OC=1C(=C2C=CNC2=CC1)F 2-fluoro-5-((4-fluoro-1H-indol-5-yl)oxy)benzonitrile